N-{4-[7-(pyridin-2-yl)-5H-pyrrolo[3,2-d]pyrimidin-6-yl]pyridin-2-yl}butanamide N1=C(C=CC=C1)C1=C(NC2=C1N=CN=C2)C2=CC(=NC=C2)NC(CCC)=O